C1(CCC1)N1N=CC(=C1)C1=C(C(=O)OC)C=C(C=C1)NC(=O)C1(CC1)C1=C(C=C(C=C1)OC)F Methyl 2-(1-cyclobutyl-1H-pyrazol-4-yl)-5-({[1-(2-fluoro-4-methoxyphenyl) cyclopropyl]carbonyl}amino)benzoate